BrC1=C(C(=O)ONC(C2=CC=C(C=C2)C=2N(C=C(N2)C(F)(F)F)C)=N)C=CC(=C1)F N-((2-bromo-4-fluorobenzoyl)oxy)-4-(1-methyl-4-(trifluoromethyl)-1H-imidazol-2-yl)benzimidamide